OCCOC[C@H]1N(C/C(/C1)=N/OC)C(=O)C1=CC=C(C=C1)C1=C(C=CC=C1)C (S,E)-(2-((2-Hydroxyethoxy)methyl)-4-(methoxyimino)pyrrolidin-1-yl)(2'-methyl-[1,1'-biphenyl]-4-yl)methanone